5-[(2-fluorophenyl)methoxy]-N-[1-(hydroxymethyl)cyclopropyl]-2-methyl-1-benzothiophene-3-carboxamide FC1=C(C=CC=C1)COC=1C=CC2=C(C(=C(S2)C)C(=O)NC2(CC2)CO)C1